CC1=CC=C(O1)C12CNCC2C1 1-(5-methylfuran-2-yl)-3-azabicyclo[3.1.0]hexane